5-(3-(4-((4-(3-amino-4-nitrophenyl)piperazin-1-yl)methyl)piperidin-1-yl)azetidin-1-yl)-2-(2,6-dioxopiperidin-3-yl)-6-fluoroisoindoline-1,3-dione NC=1C=C(C=CC1[N+](=O)[O-])N1CCN(CC1)CC1CCN(CC1)C1CN(C1)C=1C=C2C(N(C(C2=CC1F)=O)C1C(NC(CC1)=O)=O)=O